tert-butyl 6-[8-({8-fluoro-2-methylimidazo[1,2-a]pyridin-6-yl} carbamoyl) quinoxalin-5-yl]-3,6-diazabicyclo[3.1.0]hexane-3-carboxylate FC=1C=2N(C=C(C1)NC(=O)C=1C=CC(=C3N=CC=NC13)N1C3CN(CC13)C(=O)OC(C)(C)C)C=C(N2)C